FC1(CN(C1)C1=CC=CC(=N1)CS(=O)(=O)OC)F methyl (6-(3,3-difluoroazetidin-1-yl)pyridin-2-yl)methanesulfonate